NC1=CC=C2C(=NN(C2=C1)C)[C@@]1(C(NC(CC1)=O)=O)C |r| rac-(3R)-3-(6-amino-1-methyl-indazol-3-yl)-3-methyl-piperidine-2,6-dione